4-[6-(6-oxo-1H-pyrazine-2-carbonyl)-6-azaspiro[3.4]octan-8-yl]benzonitrile O=C1C=NC=C(N1)C(=O)N1CC2(CCC2)C(C1)C1=CC=C(C#N)C=C1